ClC1=CC2=C(C=N1)C(=NN2CC2(CCCC2)CO)C#CC2CN(CC2)C (1-((6-chloro-3-((1-methyl-pyrrolidin-3-yl)ethynyl)-1H-pyrazolo[4,3-c]pyridin-1-yl)methyl)cyclopentyl)methanol